(alphaR)-alpha-amino-N-[5,6-dihydro-2-(1-methyl-1H-pyrazol-4-yl)-6-oxo-1H-pyrrolo[4,3,2-ef][2,3]benzodiazepin-8-yl]-cyclohexaneacetamide N[C@@H](C(=O)NC1=CC2=C3C(C=NNC2=O)=C(NC3=C1)C=1C=NN(C1)C)C1CCCCC1